FC=1C(=NC=CC1)C=O 3-fluoropyridyl-formaldehyde